C(C)(C)(C)OC(=O)N1C[C@@H](N(CC1)C(=O)O)C(N(C)OC)=O (2R)-2-[methoxy(methyl)carbamoyl]Piperazine-1,4-dicarboxylic acid 4-tert-butyl ester